(S)-methyl 2-(((benzyloxy)carbonyl)amino)-3-isopropoxypropanoate C(C1=CC=CC=C1)OC(=O)N[C@H](C(=O)OC)COC(C)C